FC(C(=C(C(F)(F)F)C)C(F)(F)F)(F)F 1,1,1,4,4,4-hexafluoro-3-methyl-2-(trifluoromethyl)-2-butene